BrC1=CC(=C(C=C1)NC(=O)C1=CN=CN1)F N-(4-bromo-2-fluorophenyl)imidazol-5-ylcarboxamide